(2-methoxyphenyl)phosphoric acid COC1=C(C=CC=C1)OP(O)(O)=O